(2R,3S,5S)-5-(6-amino-9H-purin-9-yl)-2-ethynyl-2-(hydroxymethyl)tetrahydrofuran-3-ol NC1=C2N=CN(C2=NC=N1)[C@@H]1C[C@@H]([C@](O1)(CO)C#C)O